CC1=C(C(=O)P(CC(CC(C)(C)C)C)(C(C2=C(C=CC=C2C)C)=O)=O)C(=CC=C1)C bis(2,6-dimethyl-benzoyl)-2,4,4-trimethylpentylphosphine oxide